Cl.FC1=NC=CC(=C1OC[C@H]1NCC(C1)COC)I 2-fluoro-4-iodo-3-(((2S)-4-(methoxymethyl)pyrrolidin-2-yl)methoxy)pyridine hydrochloride